2-((4-((1R,5S)-8-((allyloxy)carbonyl)-3,8-diazabicyclo[3.2.1]octan-3-yl)-7-(8-chloronaphthalen-1-yl)-8-fluoropyrido[4,3-d]pyrimidin-2-yl)oxy)acetic acid C(C=C)OC(=O)N1[C@H]2CN(C[C@@H]1CC2)C=2C1=C(N=C(N2)OCC(=O)O)C(=C(N=C1)C1=CC=CC2=CC=CC(=C12)Cl)F